(R)-N-(7-(1-(1-propenylpiperidin-3-yl)-4-amino-1H-pyrazolo[3,4-d]pyrimidin-3-yl)benzo[d][1,3]dioxolan-4-yl)-4-cyanobenzamide C(=CC)N1C[C@@H](CCC1)N1N=C(C=2C1=NC=NC2N)C2=CC=C(C1=C2OCO1)NC(C1=CC=C(C=C1)C#N)=O